1-(benzylsulfinyl)-2-methoxybenzene C(C1=CC=CC=C1)S(=O)C1=C(C=CC=C1)OC